(S)-10-(4-(4,6-dimethylpyrimidin-2-yl)piperazin-1-yl)-9-fluoro-3-methyl-7-oxo-2,3-dihydro-7H-[1,4]oxazino[2,3,4-ij]quinoline-6-carboxylic acid CC1=NC(=NC(=C1)C)N1CCN(CC1)C1=C(C=C2C(C(=CN3C2=C1OC[C@@H]3C)C(=O)O)=O)F